N-(4-fluoro-3-methylphenyl)-1,2,4-trimethyl-5-(2-(((1r,3r)-3-(methylsulfonyl)cyclobutyl)amino)-2-oxoacetyl)-1H-pyrrole-3-carboxamide FC1=C(C=C(C=C1)NC(=O)C1=C(N(C(=C1C)C(C(=O)NC1CC(C1)S(=O)(=O)C)=O)C)C)C